O=S1(CCC(CC1)N)=O (1,1-dioxotetrahydro-2H-thiopyran-4-yl)amine